BrC1=NC=CN=C1 2-bromo-pyrazine